N-(2-ethoxyphenyl)-4-((1-((3-fluoro-4-chlorophenyl)amino)-1-oxopropan-2-yl)oxy)benzamide methyl-3-(bromomethyl)-5-methoxybenzoate COC(C1=CC(=CC(=C1)OC)CBr)=O.C(C)OC1=C(C=CC=C1)NC(C1=CC=C(C=C1)OC(C(=O)NC1=CC(=C(C=C1)Cl)F)C)=O